C(CCCCCCC)C(COCCOCCOCCOCCOCCO)O n-octyl-hexaethylene glycol